N(=[N+]=[N-])[C@@H](COC1=CC(=C(C(=O)OC)C=C1)F)CN1N=CN=N1 (R)-methyl 4-(2-azido-3-(2H-tetrazol-2-yl) propoxy)-2-fluoro-benzoate